C(C)(C)(C)OC(NC1=CC=C(C=C1)C1=C2C(=NC=NC2=CC(=C1)C=1CCN(CC1)C(C(C)C)=O)N)=O (4-(4-amino-7-(1-isobutyryl-1,2,3,6-tetrahydropyridin-4-yl)quinazolin-5-yl)phenyl)carbamic acid tert-butyl ester